CC1(C(N)C=CC=C1)C 2,2-dimethylaniline